BrC=1C(=C(C(C(=O)OC)=CC1)C(=O)OC)O 1,2-dimethyl 4-bromo-3-hydroxyphthalate